1-(6-(2,2-difluoroethoxy)pyrimidin-4-yl)-3,3-dimethyl-N-(4-methyl-1,1-dioxidotetrahydro-2H-thiopyran-4-yl)-2-oxoindoline-5-carboxamide FC(COC1=CC(=NC=N1)N1C(C(C2=CC(=CC=C12)C(=O)NC1(CCS(CC1)(=O)=O)C)(C)C)=O)F